OCCC(C(=O)N)=C 2-hydroxy-ethyl-acrylamide